3-hydroxy-6-(5-(4-phenylpiperazin-1-yl)pentyl)picolinic acid methyl ester COC(C1=NC(=CC=C1O)CCCCCN1CCN(CC1)C1=CC=CC=C1)=O